methyl (2Z)-2-{[(benzyloxy)carbonyl]amino}-3-(isoquinolin-6-yl)acrylate C(C1=CC=CC=C1)OC(=O)N\C(\C(=O)OC)=C/C=1C=C2C=CN=CC2=CC1